2-[6-bromo-4-(trans-2,2-difluorospiro[2.3]hexan-5-yl)oxy-1-oxophthalazin-2-yl]-N-([1,2,4]triazolo[1,5-a]pyridin-2-yl)acetamide BrC=1C=C2C(=NN(C(C2=CC1)=O)CC(=O)NC1=NN2C(C=CC=C2)=N1)OC1CC2(C(C2)(F)F)C1